(2-(4-((4-(methylsulfonyl)piperidin-1-yl)methyl)phenyl)-4-(tetrahydro-2H-pyran-4-carbonyl)-1-((2-(trimethylsilyl)ethoxy)methyl)-1H-pyrrolo[2,3-b]pyridin-5-yl)acetamide CS(=O)(=O)C1CCN(CC1)CC1=CC=C(C=C1)C1=CC=2C(=NC=C(C2C(=O)C2CCOCC2)CC(=O)N)N1COCC[Si](C)(C)C